5-cyanomethyl-2-(2-hydroxypropan-2-yl)-3-(2-methyl-1H-benzoimidazol-5-yl)benzonitrile C(#N)CC=1C=C(C(=C(C#N)C1)C(C)(C)O)C1=CC2=C(NC(=N2)C)C=C1